N-{6-(4-chlorophenoxy)-4-methylpyridin-2-yl}acrylamide ClC1=CC=C(OC2=CC(=CC(=N2)NC(C=C)=O)C)C=C1